4-(3,3-dideuterio-3-hydroxy-propyl)-piperazine-1-carboxylic acid tert-butyl ester C(C)(C)(C)OC(=O)N1CCN(CC1)CCC(O)([2H])[2H]